C1(=CC=CC=C1)C1=NC2=CC=CC=C2C2=C1N(C=1C=CC(=CC12)C#N)C1=NC=CC=C1 6-phenyl-7-(pyridin-2-yl)-7H-indolo[2,3-c]quinoline-10-carbonitrile